C(CCC)OCOCCCC(C)[Mg]Br 4-butoxymethoxy-1-methylbutylmagnesium bromide